FC1=C(C=CC(=C1)F)CNC(=O)C=1C(C(=C(N(C1)CC(OC)OC)C(=O)OC)OC)=O Methyl 5-(2,4-difluorophenylmethylcarbamoyl)-1-(2,2-dimethoxyethyl)-3-methoxy-4-oxo-1,4-dihydropyridine-2-carboxylate